3-((2-methyl-4-methoxyphenyl)amino)-4-((pyridin-2-ylmethyl)amino)cyclobut-3-ene-1,2-dione CC1=C(C=CC(=C1)OC)NC=1C(C(C1NCC1=NC=CC=C1)=O)=O